CC1=C(C=C(C=C1)C)N(C(C(CCCC)CC)=O)C N-(2,5-dimethylphenyl)-2-ethyl-N-methylhexanamide